5-(3-(trifluoromethyl)phenyl)pyrimidin-2-amine FC(C=1C=C(C=CC1)C=1C=NC(=NC1)N)(F)F